BrC1=NO[C@H](C1)C=1C=C(C=CC1NC1=NC=C(C=C1)C(F)(F)F)S(=O)(=O)NC 3-[(5R)-3-bromo-4,5-dihydroisoxazol-5-yl]-N-methyl-4-[[5-(trifluoromethyl)-2-pyridyl]amino]benzenesulfonamide